L-threitol C([C@H](O)[C@@H](O)CO)O